N-methoxy-N,3-dimethyltetrahydrofuran-3-carboxamide CON(C(=O)C1(COCC1)C)C